(R)-((2,3-bis(tetradecyloxy)propoxy)methyl)benzene C(CCCCCCCCCCCCC)O[C@@H](COCC1=CC=CC=C1)COCCCCCCCCCCCCCC